tert-butyl (1R)-3-((tertbutyldimethylsilyl)oxy)-1-((R)-1,1-dimethylethylsulfinamido)-8-azaspiro[4.5]decane-8-carboxylate C(C)(C)(C)[Si](OC1C[C@H](C2(C1)CCN(CC2)C(=O)OC(C)(C)C)N[S@](=O)C(C)(C)C)(C)C